NC1=C(C=2C=C(C=3C=CC=NC3C2N1C1=C(C(=CC=C1C)O)C)C)C(=O)N 2-amino-1-(3-hydroxy-2,6-dimethylphenyl)-5-methylpyrrolo[3,2-h]quinoline-3-carboxamide